2,3-dihydroxylbenzoic acid OC1=C(C(=O)O)C=CC=C1O